N1C=NC2=C1C=C(C=C2)C(=O)N 1H-benzo[d]-imidazole-6-carboxamide